C1(CCCC1)N1N=CC2=C1N=C(NC2=O)CS(=O)C2=CC=CC=C2 1-Cyclopentyl-6-[(phenylsulphinyl)methyl]-1H-pyrazolo[3,4-d]pyrimidin-4(5H)-one